3-chloro-N-hydroxy-2,2-dimethylpropylamine ClCC(CNO)(C)C